(1R,2S,3R,5R)-3-((E)-6-hydrazineylidene-3,6-dihydro-9H-purin-9-yl)-5-((S)-1-hydroxybut-2-yn-1-yl)cyclopentane-1,2-diol N(/N)=C\1/C=2N=CN(C2NC=N1)[C@H]1[C@@H]([C@@H]([C@H](C1)[C@@H](C#CC)O)O)O